COC(C)(C)C1CCC(CC1)OC[C@H]1[C@H](CCC2=CC=C(C(N12)=O)C)NS(=O)(=O)C |r| rac-N-[(3S,4R)-4-(([(1s,4S)-4-(2-methoxypropan-2-yl)cyclohexyl]oxy)methyl)-7-methyl-6-oxo-1,3,4,6-tetrahydro-2H-quinolizin-3-yl]methanesulfonamide